phenyl-N4-phenylpyrimidine-2,4-diamine C1(=CC=CC=C1)C=1C(=NC(=NC1)N)NC1=CC=CC=C1